N-Boc-D-phenylglycine C(=O)(OC(C)(C)C)N[C@H](C1=CC=CC=C1)C(=O)O